C(CCCC)C1=CC=C(C(=O)C2=C(C(=O)O)C=CC=C2)C=C1 2-(4-amylbenzoyl)benzoic acid